Ethyl 2-(2-bromo-7-methyl-4-oxo-6,7-dihydrothiazolo[5,4-c]pyridin-5(4H)-yl)acetate BrC=1SC=2C(N(CC(C2N1)C)CC(=O)OCC)=O